4-((1H-imidazol-1-yl)methyl)-1-benzyl-1H-1,2,3-triazole N1(C=NC=C1)CC=1N=NN(C1)CC1=CC=CC=C1